CC1=C(C[N+]#[C-])C=CC=C1 2-METHYLBENZYLISOCYANIDE